tert-butyl (2S)-2-(((tert-butyldiphenylsilyl)oxy)methyl)-4-hydroxypiperidine-1-carboxylate [Si](C1=CC=CC=C1)(C1=CC=CC=C1)(C(C)(C)C)OC[C@H]1N(CCC(C1)O)C(=O)OC(C)(C)C